3-(5-(3-fluoro-4-((4-(1-hydroxyethyl)piperidin-1-yl)methyl)pyridin-2-yl)-1-oxoisoindolin-2-yl)piperidine-2,6-dione FC=1C(=NC=CC1CN1CCC(CC1)C(C)O)C=1C=C2CN(C(C2=CC1)=O)C1C(NC(CC1)=O)=O